N2-tert-butyl-9-(3-(dimethylamino)propyl)-N8-(3-(trifluoromethyl)phenyl)-9H-purine-2,8-diamine C(C)(C)(C)NC1=NC=C2N=C(N(C2=N1)CCCN(C)C)NC1=CC(=CC=C1)C(F)(F)F